(R)-2-((4-(hydroxyimino)-1-oxo-1,4-dihydronaphthalen-2-yl)amino)-3-phenyl-N-(3-fluorophenyl)-propionamide ON=C1C=C(C(C2=CC=CC=C12)=O)N[C@@H](C(=O)NC1=CC(=CC=C1)F)CC1=CC=CC=C1